tert-Butyl 4-azaspiro[2.5]-7-octene-4-carboxylate C1CC12N(CCC=C2)C(=O)OC(C)(C)C